bis[bis(β-hydroxyethoxy)phenylsulfenyl]phenylsulfide OCCOC=1C(=C(C=CC1)SC=1C(=C(C=CC1)SC1=C(C(=CC=C1)SC1=C(C(=CC=C1)OCCO)OCCO)SC1=C(C(=CC=C1)OCCO)OCCO)SC1=C(C(=CC=C1)OCCO)OCCO)OCCO